tert-butyl N-[(1S)-1-(dicyclopropylmethyl)-2-[[6-fluoro-5-[3-methyl-5-(1,1,2,2,2-pentadeuterioethyl)-1-tetrahydropyran-2-yl-pyrazol-4-yl]-2-pyridyl]amino]-2-oxo-ethyl]carbamate C1(CC1)C([C@@H](C(=O)NC1=NC(=C(C=C1)C=1C(=NN(C1C(C([2H])([2H])[2H])([2H])[2H])C1OCCCC1)C)F)NC(OC(C)(C)C)=O)C1CC1